COC1=C(C=C(C=N1)C[C@@H](C(C)C)NC(OC(C)(C)C)=O)OCCCOC tert-butyl (S)-(1-(6-methoxy-5-(3-methoxypropoxy)pyridin-3-yl)-3-methylbutan-2-yl)carbamate